2-hydroxy-3-(4-benzoylphenoxy)-N,N,N-trimethyl-1-propanaminium chloride monohydrate O.[Cl-].OC(C[N+](C)(C)C)COC1=CC=C(C=C1)C(C1=CC=CC=C1)=O